5-(8,8-Dimethyl-3,4,9,10-tetrahydro-2H-pyrano[2,3-h]chromen-3-yl)-2-ethylphenol CC1(CCC=2C(=CC=C3CC(COC23)C=2C=CC(=C(C2)O)CC)O1)C